(1-((dimethylamino)methylcyclopropyl)methoxyl-8-fluoro-4-(2,2,2-trifluoroethoxy)pyrido[4,3-d]pyrimidin-7-yl)-5-ethyl-6-fluoronaphthalen-2-ol CN(C)CC1(CC1)COC=1N=C(C2=C(N1)C(=C(N=C2)C2=C(C=CC1=C(C(=CC=C21)F)CC)O)F)OCC(F)(F)F